NC1=C2C(=NC=N1)N(N=C2C2=CC=C(C=C2)OC2=CC=CC=C2)C2CCN(CC2)C(CCCCCSC2=C1C(N(C(C1=C(C=C2)F)=O)C2C(NC(CC2)=O)=O)=O)=O 4-((6-(4-(4-amino-3-(4-phenoxyphenyl)-1H-pyrazolo[3,4-d]pyrimidin-1-yl)piperidin-1-yl)-6-oxohexyl)thio)-2-(2,6-dioxopiperidin-3-yl)-7-fluoroisoindoline-1,3-dione